7-Fluoro-4-methoxy-1-{2-[6-(3-methyl-2-oxo-2,3-dihydro-benzooxazol-5-yl)-pyrimidin-4-ylamino]-ethyl}-1H-indol-2-carbonitril FC=1C=CC(=C2C=C(N(C12)CCNC1=NC=NC(=C1)C=1C=CC2=C(N(C(O2)=O)C)C1)C#N)OC